3-(2,5-Dioxo-3-((3-(2-((4-(trifluoromethyl)phenethyl)amino)butan-2-yl)phenyl)amino)-2,5-dihydro-1H-pyrrol-1-yl)piperidine-2,6-dione O=C1N(C(C=C1NC1=CC(=CC=C1)C(C)(CC)NCCC1=CC=C(C=C1)C(F)(F)F)=O)C1C(NC(CC1)=O)=O